(E)-2-((4-fluoro-1-(2-fluorobenzyl)piperidin-4-yl)methylene)-5,6-dimethoxy-2,3-dihydrobenzo[b]thiophene 1,1-dioxide FC1(CCN(CC1)CC1=C(C=CC=C1)F)\C=C\1/CC2=C(S1(=O)=O)C=C(C(=C2)OC)OC